ClC1=C(C(=C(C#N)C(=C1)OC1CC1)C1=C(C=NN1C)C=1C=C2C(=NNC(C2=C(C1)OC(F)F)=O)CN1C(C2=CC=CC=C2C1=O)=O)F 4-Chloro-6-cyclopropyloxy-2-(4-(8-(difluoromethoxy)-4-((1,3-dioxoisoindolin-2-yl)methyl)-1-oxo-1,2-dihydro-phthalazin-6-yl)-1-methyl-1H-pyrazol-5-yl)-3-fluorobenzonitrile